3-(3,5-di-t-butyl-4-hydroxyphenyl)propionic acid C(C)(C)(C)C=1C=C(C=C(C1O)C(C)(C)C)CCC(=O)O